ClC=1C(=C(C=CC1Cl)NC1=NC=NC2=CC(=C(C=C12)OC1CCN(CC1)CC1=CC(=C2C(N(C(C2=C1)=O)C1C(NC(CC1)=O)=O)=O)F)OC)F 6-((4-((4-((3,4-dichloro-2-fluorophenyl)amino)-7-methoxyquinazolin-6-yl)oxy)piperidin-1-yl)methyl)-2-(2,6-dioxopiperidin-3-yl)-4-fluoroisoindoline-1,3-dione